CC(CCOC(CCC(=S)S)=O)CCC=C(C)C (2-((3,7-dimethyloct-6-en-1-yl)oxy)-2-oxoethyl)dithio-acetic acid